2-(trans-4-(dimethylamino)cyclohexyl)-2,4-dimethyl-9-(pyrimidin-5-yl)-7,8-dihydro-[1,3]dioxolo[4,5-g]isoquinolin-5(6H)-one CN([C@@H]1CC[C@H](CC1)C1(OC=2C(=C(C=3CCNC(C3C2C)=O)C=2C=NC=NC2)O1)C)C